(6aS,10S,10aS)-ethyl-3-fluoro-7-(hydroxymethyl)-5-tosyl-5,6,6a,9,10,10a-hexahydrophenanthridine-10-carboxylate C(C)OC(=O)[C@H]1CC=C([C@H]2CN(C=3C=C(C=CC3[C@H]12)F)S(=O)(=O)C1=CC=C(C)C=C1)CO